(S)-tert-Butyl 4-((3-(2-((1-benzylpiperidin-4-yl)methoxy)-1-hydroxy-2-oxo-1-phenylethyl)phenoxy)methyl)benzoate C(C1=CC=CC=C1)N1CCC(CC1)COC([C@@](C1=CC=CC=C1)(O)C=1C=C(OCC2=CC=C(C(=O)OC(C)(C)C)C=C2)C=CC1)=O